(2R,3R,4R,5S)-2-methyl-1-((1-((1S,2R)-2-(trifluoromethyl)cyclohexyl)azetidin-3-yl)methyl)piperidine-3,4,5-triol C[C@H]1N(C[C@@H]([C@H]([C@@H]1O)O)O)CC1CN(C1)[C@@H]1[C@@H](CCCC1)C(F)(F)F